C(C)(C)(C)OC(=O)N1C[C@@H](N(CC1)C(=O)C1=NC(=C(C=C1F)Br)OC([2H])([2H])[2H])CO (3R)-4-{5-bromo-3-fluoro-6-[(2H3)methyl-oxy]pyridine-2-carbonyl}-3-(hydroxymethyl)piperazine-1-carboxylic acid tert-butyl ester